(S)-2-((S)-3-(2-methyl-3-(pyridin-4-yl)pyrazolo[1,5-a]pyrimidin-7-yl)piperidin-1-yl)-2-phenylethanol CC1=NN2C(N=CC=C2[C@@H]2CN(CCC2)[C@H](CO)C2=CC=CC=C2)=C1C1=CC=NC=C1